[C@@]12(C(=O)CC(CC1)C2(C)C)CS(=O)(=O)[O-] (1R)-(-)-10-camphorsulfonate